2-fluoro-N-(2-methoxyethyl)-1',2',3',6'-tetrahydro-[3,4'-bipyridine]-6-carboxamide FC1=NC(=CC=C1C=1CCNCC1)C(=O)NCCOC